NC=1C(=NC=C(C1)C(F)(F)F)/C=C/C(=O)OCC ethyl (E)-3-(3-amino-5-(trifluoromethyl)pyridin-2-yl)acrylate